C(C)O[Si](CCCC=O)(OCC)OCC 4-(triethoxysilyl)butanal